9-[4-(9H-carbazol-9-yl)-6-chloro-1,3,5-triazin-2-yl]-9H-Carbazole C1=CC=CC=2C3=CC=CC=C3N(C12)C1=NC(=NC(=N1)Cl)N1C2=CC=CC=C2C=2C=CC=CC12